C(=C)OCCCCO 4-hydroxybutyl monovinyl ether